C(C)(C)(C)OC(=O)N(C1CCC(CC1)C(=O)O)C([2H])([2H])[2H] (1r,4r)-4-((tert-Butoxycarbonyl)(methyl-d3)amino)cyclohexane-1-carboxylic acid